Tert-butyl 2-(1-(2-fluoro-4-nitro-6-(1H-pyrazol-4-yl)phenyl)-4-hydroxypiperidin-4-yl)acetate FC1=C(C(=CC(=C1)[N+](=O)[O-])C=1C=NNC1)N1CCC(CC1)(O)CC(=O)OC(C)(C)C